4'-ethyl-N-{2-oxo-2-[(1S)-1,2,3,4-tetrahydronaphthalen-1-ylamino]ethyl}biphenyl-4-carboxamide C(C)C1=CC=C(C=C1)C1=CC=C(C=C1)C(=O)NCC(N[C@H]1CCCC2=CC=CC=C12)=O